6-[2-[4-[6-(4,4-difluoro-1-piperidinyl)-2-pyridinyl]pyrazol-1-yl]-5-nitro-phenyl]-6-azaspiro[2.5]octane FC1(CCN(CC1)C1=CC=CC(=N1)C=1C=NN(C1)C1=C(C=C(C=C1)[N+](=O)[O-])N1CCC2(CC2)CC1)F